diyttrium europium trioxide [O-2].[O-2].[O-2].[Eu+3].[Y+3].[Y+3]